2-fluoro-4-hydroxybenzothioamide FC1=C(C(N)=S)C=CC(=C1)O